ethyl 1,5-dimethyl-4-[N-methyl-S-[1-(2-trimethylsilylethoxy methyl)indazol-5-yl]sulfonimidoyl]pyrrole-2-carboxylate CN1C(=CC(=C1C)S(=O)(=NC)C=1C=C2C=NN(C2=CC1)COCC[Si](C)(C)C)C(=O)OCC